(±)-3-(5-chloro-2-methoxyphenyl)-1,3-dihydro-6-(4-methylphenyl)-2H-indol-2-one ClC=1C=CC(=C(C1)[C@@H]1C(NC2=CC(=CC=C12)C1=CC=C(C=C1)C)=O)OC |r|